BrC=1C=C(C=C2C3(C(NC12)=O)CCC3)C(F)(F)F 7'-bromo-5'-(trifluoromethyl)spiro[cyclobutane-1,3'-indoline]-2'-one